COC=1C=C(C=C(C1)OC)[C@H](C)NC(=O)C=1C=NC2=C(N=C(C=C2C1N1CCN[C@H](CC1)C)C)OC N-[(S)-1-(3,5-dimethoxyphenyl)ethyl]-4-[(S)-5-methyl-1,4-diazepan-1-yl]-8-methoxy-6-methyl-1,7-diaza-3-naphthamide